N-methyl-ornithine CN[C@@H](CCCN)C(=O)O